tert-butoxycarbonyl-N'-trityl-L-histidine C(C)(C)(C)OC(=O)N[C@@H](CC1=CN(C=N1)C(C1=CC=CC=C1)(C1=CC=CC=C1)C1=CC=CC=C1)C(=O)O